C(C)OC(=O)C1=NN2C(C(NCC2)=O)=C1C(F)(F)F 4-oxo-3-(trifluoromethyl)-4,5,6,7-tetrahydropyrazolo[1,5-a]pyrazine-2-carboxylic acid ethyl ester